2-(2,3-dihydro-1H-inden-2-yl)-N-((1S,2R)-1-hydroxy-1-(6-methoxypyridin-2-yl)-3-(pyrrolidin-1-yl)propan-2-yl)acetamide C1C(CC2=CC=CC=C12)CC(=O)N[C@@H]([C@@H](C1=NC(=CC=C1)OC)O)CN1CCCC1